N[C@@H](CO)CC1=C(C=2N=NC=C(C2S1)NCC=1SC=CC1F)C (2R)-2-amino-3-(4-{[(3-fluorothiophen-2-yl)methyl]amino}-7-methylthieno[3,2-c]pyridazin-6-yl)propan-1-ol